2,3,7,8,12,13,17,18-octaphenyl-porphyrin C1(=CC=CC=C1)C1=C2NC(=C1C1=CC=CC=C1)C=C1C(=C(C(=N1)C=C1C(=C(C(N1)=CC=1C(=C(C(N1)=C2)C2=CC=CC=C2)C2=CC=CC=C2)C2=CC=CC=C2)C2=CC=CC=C2)C2=CC=CC=C2)C2=CC=CC=C2